CN1N=NC(=C1C1=CC=2N(C=3C=C(C=CC3C2N=C1)C(C)(C)O)C1OCCCC1O)C (3-(1,4-dimethyl-1H-1,2,3-triazol-5-yl)-7-(2-hydroxypropan-2-yl)-5H-pyrido[3,2-b]indol-5-yl)tetrahydro-2H-pyran-3-ol